C(C)C(COC(=O)OOC(=O)OCC(CCCC)CC)CCCC.COC1=C(C(=O)NCC(F)(F)F)C(=CC(=C1)N1C=NC2=C1C=CC(=C2)C=2C=NN(C2)CCC)OC 2,6-dimethoxy-4-[5-(1-propylpyrazol-4-yl)benzimidazol-1-yl]-N-(2,2,2-trifluoroethyl)benzamide di(2-ethylhexyl)peroxydicarbonate